nitrotrimethyl-phosphonic acid [N+](=O)([O-])CP(OC)(OC)=O